tert-butyl (4-((1,2,4-thiadiazol-5-yl)oxy)-3-methylphenyl)carbamate S1N=CN=C1OC1=C(C=C(C=C1)NC(OC(C)(C)C)=O)C